C(N1N=CC(=C1)N)([2H])([2H])[2H] 1-(Methyl-d3)-1H-pyrazol-4-amine